C(C)(C)(C)OC(=O)N1CC2(CC2)CN1C(=O)OC(C)(C)C 5,6-Diazaspiro[2.4]heptane-5,6-dicarboxylic acid di-tert-butyl ester